BrC=1C=CC=2N(C1)C(=CN2)CN(C(OC(C)(C)C)=O)C tert-butyl ((6-bromoimidazo[1,2-a]pyridine-3-yl)methyl)(methyl)carbamate